CN(CCOC(C(=C)C)=O)C.C(C(=C)C)(=O)O methacrylic acid 2-dimethylaminoethyl-methacrylate